2-(azetidin-1-yl)-2-methylpropanal N1(CCC1)C(C=O)(C)C